ClC1=CC=C(C2=C1C=C(O2)F)COC2=NC(=NC=C2F)C2=CCC(CC2)CC2=NC1=C(N2CCOC)C=C(C=C1)C(=O)O ((4-(4-((4-chloro-2-fluorobenzofuran-7-yl)methoxy)-5-fluoropyrimidin-2-yl)cyclohex-3-en-1-yl)methyl)-1-(2-methoxyethyl)-1H-benzo(d)imidazole-6-carboxylic acid